3-(difluoromethyl)-5-[3-(1H-imidazol-5-yl)-6-(methoxymethyl)-7-(trifluoromethyl)imidazo[1,2-a]pyrimidin-2-yl]-1H-1,2,4-triazole FC(C1=NNC(=N1)C=1N=C2N(C=C(C(=N2)C(F)(F)F)COC)C1C1=CN=CN1)F